COC=1C=C2C(=NC(=NC2=CC1)C)SCC(=O)C1=CC=C(S1)CNC(=O)C=1N=CN(C1)C N-((5-(2-((6-methoxy-2-methylquinazolin-4-yl)thio)acetyl)thiophen-2-yl)methyl)-1-methyl-1H-imidazole-4-carboxamide